SC[C@@H](C(=O)N1CCOCC1)NS(=O)(=O)C1=CC=C(C=C1)C (R)-N-(3-mercapto-1-morpholino-1-oxopropan-2-yl)-4-methylbenzenesulfonamide